tert-Butyl (2-chloro-5-iodobenzyl)carbamate ClC1=C(CNC(OC(C)(C)C)=O)C=C(C=C1)I